C(CC)C1C(CCC1)CCC 1,2-dipropylcyclopentane